2-amino-5-bromo-6-fluoropyridine NC1=NC(=C(C=C1)Br)F